FC=1C=CC2=C(N(C(N2)=O)CC2=CC=C(C=C2)CC(=O)NC)C1 2-(4-((6-fluoro-2-oxo-2,3-dihydro-1H-benzo[d]imidazol-1-yl)methyl)phenyl)-N-methyl-acetamide